tetrasodium pyrophosphate salt [O-]P([O-])(=O)OP(=O)([O-])[O-].[Na+].[Na+].[Na+].[Na+]